N-methylmethacryl-amide CNC(C(=C)C)=O